OC(=O)C(F)(F)F.ClC1=C(C(=O)N2CCC(CC2)C2CCN(CC2)C2=CC=C(C=N2)NC2C(NC(CC2)=O)=O)C(=CC(=C1)C1=CN(C(C(=C1C)C)=O)C)OC 3-[[6-[4-[1-[2-chloro-6-methoxy-4-(1,4,5-trimethyl-6-oxo-3-pyridinyl)benzoyl]-4-piperidinyl]-1-piperidinyl]-3-pyridinyl]amino]piperidine-2,6-dione TFA salt